C(C)(C)(C)NC(NC1=CC2=C(N(C([C@H](O2)C)=O)[C@@H](C)C2=CC=CC=C2)C=C1F)=O 3-tert-butyl-1-[(2R)-6-fluoro-2-methyl-3-oxo-4-[(1S)-1-phenylethyl]-2H-1,4-benzoxazin-7-yl]urea